3-((4-(1,1-difluoroethyl)-6-oxo-1,6-dihydropyrimidin-5-yl)oxy)-2,4,5-trifluorobenzonitrile FC(C)(F)C=1N=CNC(C1OC=1C(=C(C#N)C=C(C1F)F)F)=O